CC(CCC=CC)C(=O)OC methyl 5-heptene-2-carboxylate